(2S,11aR)-6-cyclobutoxy-7-fluoro-8-methyl-2-((2-oxo-1,2,3,4-tetrahydro-1,6-naphthyridine-7-yl)oxy)-2,3,11,11a-tetrahydro-1H,5H-benzo[f]pyrrolo[2,1-c][1,4]oxazepin-5-one C1(CCC1)OC1=C(C(=CC2=C1C(N1[C@@H](CO2)C[C@@H](C1)OC1=NC=C2CCC(NC2=C1)=O)=O)C)F